4-(cyclopropyldifluoromethyl)-2,6-difluorobenzonitrile C1(CC1)C(C1=CC(=C(C#N)C(=C1)F)F)(F)F